C(=O)[O-].[Bi+5].C(=O)[O-].C(=O)[O-].C(=O)[O-].C(=O)[O-] bismuth(V) formate